6-(2,6-dichlorophenyl)-2-(2',3'-dihydro-1'H-spiro[cyclopropane-1,4'-isoquinolin]-7'-ylamino)-8-methylpyrido[2,3-d]pyrimidin-5(8H)-one ClC1=C(C(=CC=C1)Cl)C=1C(C2=C(N=C(N=C2)NC2=CC=C3C4(CNCC3=C2)CC4)N(C1)C)=O